(S)-N-((5-carbamimidoylthiophen-2-yl)methyl)-7-((4-phenoxy-butanoyl)glycyl)-1,4-dioxa-7-azaspiro[4.4]nonane-8-carboxamide C(N)(=N)C1=CC=C(S1)CNC(=O)[C@H]1N(CC2(OCCO2)C1)C(CNC(CCCOC1=CC=CC=C1)=O)=O